ClC=1C=C(C=CC1C)NC(OC1CN(C1)C1=C(C=C(C(=C1)Cl)C1C(NC(CC1)=O)=O)OC)=O 1-(5-chloro-4-(2,6-dioxopiperidin-3-yl)-2-methoxyphenyl)azetidin-3-yl (3-chloro-4-methylphenyl)carbamate